ClC=1C=C2C(=CC1Cl)NC([C@]21CN(CC1)C(CCCO)=O)=O (S)-5,6-dichloro-1'-(4-hydroxybutanoyl)spiro[indoline-3,3'-pyrrolidin]-2-one